C(C)(C)(C)OC(=O)N1C2(CCC1CC2)C=O 1-formyl-7-azabicyclo[2.2.1]heptane-7-carboxylic acid tert-butyl ester